N-(3-(2,4-dioxotetrahydropyrimidin-1(2H)-yl)phenyl)-7-(spiro[3.3]heptane-2-ylamino)heptylamide O=C1N(CCC(N1)=O)C=1C=C(C=CC1)[N-]CCCCCCCNC1CC2(C1)CCC2